NC1=C2C(=NC=N1)N(N=C2C=2NC1=CC(=CC=C1C2Cl)C(=O)NC2=NN(C=C2)CCN2CCN(CC2)C)C(C)(C)C 2-(4-Amino-1-tert-butyl-pyrazolo[3,4-d]pyrimidin-3-yl)-3-chloro-N-[1-[2-(4-methylpiperazin-1-yl)ethyl]pyrazol-3-yl]-1H-indole-6-carboxamide